(2S,4R)-1-(3-cyclohexylpropanoyl)-4-hydroxy-N-((S)-1-(4-methoxyphenyl)-2-((4-methoxyphenyl)amino)-2-oxoethyl)pyrrolidine-2-carboxamide C1(CCCCC1)CCC(=O)N1[C@@H](C[C@H](C1)O)C(=O)N[C@H](C(=O)NC1=CC=C(C=C1)OC)C1=CC=C(C=C1)OC